(R)-3-((3-(8-(Azetidin-1-yl)-1,7-naphthyridin-2-yl)phenyl)ethynyl)-3-hydroxy-1-methylpyrrolidin-2-one N1(CCC1)C=1N=CC=C2C=CC(=NC12)C=1C=C(C=CC1)C#C[C@]1(C(N(CC1)C)=O)O